C(C)NC1=NC(=NC(=C1)N1[C@@H](COCC1)C)C1=C2C(=NC=C1)NC=C2 (R)-N-ethyl-6-(3-methylmorpholino)-2-(1H-pyrrolo[2,3-b]pyridin-4-yl)pyrimidin-4-amine